3-(6-chloro-5-(3',4'-difluoro-2'-hydroxy-[1,1'-biphenyl]-4-yl)-1H-indazol-3-yl)-propanoic acid ClC1=C(C=C2C(=NNC2=C1)CCC(=O)O)C1=CC=C(C=C1)C1=C(C(=C(C=C1)F)F)O